F[C@@H]1C[C@@]2(CCCN2C1)COC1=NC2=C(C(=CC=C2C(=N1)N1CCCC1)C1=CC(=CC2=CC=C(C(=C12)C#C)F)O)F 4-(2-{[(2r,7as)-2-fluoro-hexahydro-1H-pyrrolizin-7a-yl]methoxy}-8-fluoro-4-(pyrrolidin-1-yl)quinazolin-7-yl)-5-ethynyl-6-fluoronaphthalene-2-ol